BrC1=CC(=NC=N1)OCC12CC(C1)(C2)C(=O)N2C(CC(C2)F)C2=CC(=CC=C2)F (3-(((6-Bromopyrimidin-4-yl)oxy)methyl)bicyclo[1.1.1]pentan-1-yl)(4-fluoro-2-(3-fluorophenyl)pyrrolidin-1-yl)methanone